6-(4-chloro-3-(difluoromethoxy)phenyl)-3-fluoro-1H-pyrazolo[4,3-b]pyridine ClC1=C(C=C(C=C1)C=1C=C2C(=NC1)C(=NN2)F)OC(F)F